tert-butyl 4-(8-(ethylsulfinyl)-4,5-dihydrothiazolo[4,5-h]quinazolin-2-yl)piperidine-1-carboxylate C(C)S(=O)C1=NC=2C3=C(CCC2C=N1)N=C(S3)C3CCN(CC3)C(=O)OC(C)(C)C